COC1=C(C(=CC(=C1)C)C)C=1C=CC=2C(=NC(=CN2)C2=CCCN(C2)C(=O)OC(C)(C)C)N1 tertbutyl 5-[6-(2-methoxy-4,6-dimethyl-phenyl)pyrido[2,3-b]pyrazin-3-yl]-3,6-dihydro-2H-pyridine-1-carboxylate